8-bromo-5-chloro-2H-benzo[b][1,4]oxazine-4(3H)-carboxylic acid tert-butyl ester C(C)(C)(C)OC(=O)N1C2=C(OCC1)C(=CC=C2Cl)Br